tert-butyl 4-(1-(2-(2,6-dioxopiperidin-3-yl)-1,3-dioxoisoindolin-5-yl)azetidin-3-yl)piperazine-1-carboxylate O=C1NC(CCC1N1C(C2=CC=C(C=C2C1=O)N1CC(C1)N1CCN(CC1)C(=O)OC(C)(C)C)=O)=O